5-(trifluoromethyl)-1H-pyrazolo[4,3-d]pyrimidine FC(C=1N=CC2=C(N1)C=NN2)(F)F